FC(COC1=C(C(=C(C(=O)O)C(=C1)C=CC1=CC=C(C=C1)C(F)(F)F)O)CC=C(C)C)F 4-(2,2-difluoroethoxy)-2-hydroxy-3-(3-methylbut-2-en-1-yl)-6-(4-(trifluoromethyl)styryl)benzoic acid